1'-ethyl-[1,4'-bipiperidine]-4-carboxylic acid dihydrochloride Cl.Cl.C(C)N1CCC(CC1)N1CCC(CC1)C(=O)O